FC1=CC2=C(N(C(=N2)NC=2OC3=C(N2)C=C(C=C3)CN(CCOCC#C)C)C)C=C1 N-(5-fluoro-1-methyl-1H-1,3-benzodiazol-2-yl)-5-({methyl[2-(prop-2-yn-1-yloxy)ethyl]amino}methyl)-1,3-benzoxazol-2-amine